CC(C)[Si](S)(C(C)C)C(C)C tri(prop-2-yl)silanethiol